CC1=C(C=NN1C(C)C(C)C)C(=O)Cl 5-methyl-1-(3-methylbutan-2-yl)-1H-pyrazole-4-carbonyl chloride